FC(C)(F)C1=CC=C(C=C1)N1N=C(C=C1C(C)C)N1CCNCC1 1-[1-[4-(1,1-difluoroethyl)phenyl]-5-isopropyl-pyrazol-3-yl]piperazine